2-(9H-carbazol-9-yl)benzoic acid C1=CC=CC=2C3=CC=CC=C3N(C12)C1=C(C(=O)O)C=CC=C1